F[C@@H]1[C@@H]([C@H]2N(C(NCC=3C=CC(=C(OC=4C=CC=C(C2)C4F)N3)C)=O)C1)NS(=O)(=O)CC N-[(15aS,16R,17S)-17,20-difluoro-7-methyl-1-oxo-2,3,15a,16,17,18-hexahydro-1H,15H-4,8-(azeno)-14,10-(metheno)pyrrolo[1,2-j][1,8,10]oxadiazacycloheptadecin-16-yl]ethanesulfonamide